2-[2-(1-chlorocyclopropyl)-3-(2-chlorophenyl)-2-hydroxypropyl]-1,2-dihydro-3H-1,2,4-triazole ClC1(CC1)C(CN1NC=NC1)(CC1=C(C=CC=C1)Cl)O